ethyl-hexanoic acid dimethoxycinnamate COC(=C(C(=O)O)OC)C1=CC=CC=C1.C(C)C(C(=O)O)CCCC